2,2-bis(4-carboxyphenyl)ethane ethyl-(2E,4E,6E,10E)-7,11,15-trimethylhexadeca-2,4,6,10,14-pentaenoate C(C)OC(\C=C\C=C\C=C(\CC\C=C(\CCC=C(C)C)/C)/C)=O.C(=O)(O)C1=CC=C(C=C1)C(C)C1=CC=C(C=C1)C(=O)O